C1=CNC=2C1=C1C=3CCCCC3C(=NC1=CC2)C2=CN=C(S2)N 5-(8,9,10,11-tetrahydro-3H-pyrrolo[3,2-a]phenanthridin-7-yl)thiazol-2-amine